ClC1=C(C=CC(=C1)NC1=NC=C(C(=N1)NC1=C(C=CC=C1)P(=O)(C)C)Cl)N1CC2C(C1)CC(C2)=O 2-(2-chloro-4-((5-chloro-4-((2-(dimethylphosphoryl)phenyl)amino)pyrimidin-2-yl)amino)phenyl)hexahydrocyclopenta[c]pyrrol-5(1H)-one